[Cl-].C(CCCCCCCCCCCCCCC)[N+](CC1=CC=C(C=C1)N)(C)C hexadecyl-dimethyl-(4-aminobenzyl)ammonium chloride